ClC=1C=NC(=NC1)CN1C(=NC(=C1)C=O)C1=CN=C(S1)Cl 1-[(5-chloropyrimidin-2-yl)methyl]-2-(2-chlorothiazol-5-yl)imidazole-4-carbaldehyde